O1CCC(CC1)C(=O)OC(C)OC(N(C)C(C(=O)C1=CC2=C(OCO2)C=C1)C)=O 1-[[2-(1,3-Benzodioxol-5-yl)-1-methyl-2-oxo-ethyl]-methyl-carbamoyl]oxyethyl tetrahydropyran-4-carboxylate